FC(S(=O)(=O)[O-])(F)F.C(#N)C1=C(C=CC(=C1)C(=O)OC)[N+](C)(C)C (2-Cyano-4-methoxycarbonylphenyl)-trimethylammonium trifluoromethanesulfonate